FC=1C=C2C(=NC1)N(C=C2C2=NC(=CC(=N2)N[C@@H]2[C@H](C1CCC2CC1)C(=O)OCC)C1=CC=CC=C1)S(=O)(=O)C1=CC=C(C)C=C1 (2S,3S)-ethyl 3-((2-(5-fluoro-1-tosyl-1H-pyrrolo[2,3-b]pyridin-3-yl)-6-phenylpyrimidin-4-yl)amino)bicyclo[2.2.2]octane-2-carboxylate